pyridyl-dithiol N1=C(C=CC=C1)C1SSC=C1